(R)-N-((S)-8-(5-iodo-1-methyl-6-carbonyl-1,6-dihydropyrimidin-2-yl)-2-oxa-8-azaspiro[4.5]decan-4-yl)-2-methylpropane-2-sulfinamide IC1=CN=C(N(C1=C=O)C)N1CCC2([C@@H](COC2)N[S@](=O)C(C)(C)C)CC1